4-((2s,4s)-4-(3-cyanoazetidin-1-yl)-1-((5-methoxy-7-methyl-1H-indol-4-yl)methyl)piperidin-2-yl)benzoic acid C(#N)C1CN(C1)[C@@H]1C[C@H](N(CC1)CC1=C2C=CNC2=C(C=C1OC)C)C1=CC=C(C(=O)O)C=C1